diammonium dichloropalladium Cl[Pd]Cl.[NH4+].[NH4+]